6-amino-5-(4-(2-(tert-butoxy)-2-oxoethyl)piperazin-1-yl)pyridazine-3-carboxylic acid NC1=C(C=C(N=N1)C(=O)O)N1CCN(CC1)CC(=O)OC(C)(C)C